CN(C=1C(=C(C(=C2C=NNC12)C=1N=CC=2N(C1)C=C(N2)NC(=O)[C@H]2[C@@H](C2)F)C(F)(F)F)F)C (1S,2R)-N-(6-(7-(dimethylamino)-6-fluoro-5-(trifluoromethyl)-1H-indazol-4-yl)imidazo[1,2-a]pyrazin-2-yl)-2-fluorocyclopropane-1-carboxamide